ClC=1C(=C2C=NNC2=CC1C)C=1C(=NN(C1C)C1CC2(CNC2)C1)N1C2(CCC2)CN(CC1)C1(COC1)C 5-(4-(5-chloro-6-methyl-1H-indazol-4-yl)-5-methyl-1-(2-azaspiro[3.3]hept-6-yl)-1H-pyrazol-3-yl)-8-(3-methyloxetan-3-yl)-5,8-diazaspiro[3.5]nonane